(R)-1-(2-((3-(3,4-Diphenethoxyphenoxy)-2-hydroxypropyl)amino)ethyl)guanidin C(CC1=CC=CC=C1)OC=1C=C(OC[C@@H](CNCCNC(=N)N)O)C=CC1OCCC1=CC=CC=C1